methyl-2-oxo-2,3,4,5-tetrahydro-1H-benzo[d]azepin CC1C(NCCC2=C1C=CC=C2)=O